N-(3-chlorophenyl)-7H-pyrido[4',3':4,5]pyrrolo[2,3-c][1,7]naphthyridin-6-amine ClC=1C=C(C=CC1)NC1=NC2=CN=CC=C2C2=C1NC1=C2C=CN=C1